tert-butyl (1-((3-(2-hydroxypropyl)phenyl)sulfonyl)-piperidin-4-yl)carbamate OC(CC=1C=C(C=CC1)S(=O)(=O)N1CCC(CC1)NC(OC(C)(C)C)=O)C